N1(CCCCC1)CCCNC1=C2C(=NC(=C1)C1=CC=C(C=C1)CN1CCSCC1)C=CS2 N-(3-(piperidin-1-yl)propyl)-5-(4-(thiomorpholinomethyl)phenyl)thieno[3,2-b]pyridin-7-amine